FC1=C2CN(CC2=CC(=C1OCCCOC=1C(=C2CNCC2=CC1OC)F)OC)C(CCC(=O)OCC)=O ethyl 4-[4-fluoro-5-[3-(4-fluoro-6-methoxy-isoindolin-5-yl)oxypropoxy]-6-methoxy-isoindolin-2-yl]-4-oxo-butanoate